O1CCOC12CCC(CC2)N2N=CC(=C2)C2=NC1=C(C(=CC=C1N=C2)OC=2C=CC1=C(N(C(=N1)C)COCC[Si](C)(C)C)C2)Cl 2-(1-(1,4-dioxaspiro[4.5]decan-8-yl)-1H-pyrazol-4-yl)-8-chloro-7-((2-methyl-1-((2-(trimethylsilyl)ethoxy)methyl)-1H-benzo[d]imidazol-6-yl)oxy)quinoxaline